CNC1=NC=2CCNC(C2C=C1)=O 2-(methylamino)-7,8-dihydro-1,6-naphthyridin-5(6H)-one